NC1CCN(CC1)C1=NC=C(C=2N1C=CN2)C2=CC(=C(C=C2)C)OCC2=CC=CC=C2 5-(4-aminopiperidin-1-yl)-8-(3-(benzyloxy)-4-methylphenyl)imidazo[1,2-c]pyrimidine